trans-1-methoxy-3-((8-((4-(trifluoromethyl)cyclohexyl)oxy)-1,6-naphthyridin-5-yl)amino)propan-2-ol COCC(CNC1=C2C=CC=NC2=C(C=N1)O[C@@H]1CC[C@H](CC1)C(F)(F)F)O